1-(4-((5-(1H-1,2,3-triazol-1-yl)pyridin-2-yl)methyl)-2,3-dioxo-3,4-dihydropyrazin-1(2H)-yl)cyclopropane-1-carbonitrile N1(N=NC=C1)C=1C=CC(=NC1)CN1C(C(N(C=C1)C1(CC1)C#N)=O)=O